ethyl 3-(4-(6-methoxypyridazin-3-yl) phenyl)-3-oxopropanoate COC1=CC=C(N=N1)C1=CC=C(C=C1)C(CC(=O)OCC)=O